1-(((S)-7-((R)-3-cyclohexyl-2-methylpropanoyl)-10-hydroxy-7-azaspiro[4.5]decan-10-yl)methyl)-6-oxo-4-phenyl-1,6-dihydropyridine-3-carboxylic acid C1(CCCCC1)C[C@H](C(=O)N1CC2(CCCC2)[C@](CC1)(O)CN1C=C(C(=CC1=O)C1=CC=CC=C1)C(=O)O)C